NCC=1C=2N(C=C(N1)C)C=C(N2)NC(=O)C2=CC=C(C1=CN(N=C21)C)N2CCC(CC2)N(C(OC(C)(C)C)=O)C2CC2 tert-butyl N-[1-[7-[[8-(aminomethyl)-6-methyl-imidazo[1,2-a]pyrazin-2-yl]carbamoyl]-2-methyl-indazol-4-yl]-4-piperidyl]-N-cyclopropyl-carbamate